FC=1C=C(C=C(C1)F)NC1CCC2=CC(=CC=C12)NC(C=C)=O N-(1-((3,5-difluorophenyl)amino)-2,3-dihydro-1H-inden-5-yl)acrylamide